4-(7-(difluoromethoxy)imidazo[1,2-a]pyridin-3-yl)-7-((7-(pyrrolidin-1-yl)-2',3',5',6,6',7-hexahydrospiro[cyclopenta[b]pyridine-5,4'-pyran]-2-yl)amino)isoindol-1-one FC(OC1=CC=2N(C=C1)C(=CN2)C2=C1C=NC(C1=C(C=C2)NC2=CC=C1C(=N2)C(CC12CCOCC2)N2CCCC2)=O)F